BrC=1C=C(C=CC1NCC1=C(C=C(C=C1)C(F)(F)F)F)S(=O)(=O)NC 3-Bromo-4-[[2-fluoro-4-(trifluoromethyl)phenyl]methylamino]-N-methyl-benzenesulfonamide